BrC1=CC(=CC=2C(N3C(=NC12)C(CC3)(F)F)=O)C 5-bromo-3,3-difluoro-7-methyl-2,3-dihydropyrrolo[2,1-b]quinazolin-9(1H)-one